C(CCCCCCCCCC)(=O)O[C@@H]1[C@](O[C@H](C1)N1C2=NC(=NC(=C2N=C1)N)F)(COC(CCCC)=O)C#C (2R,3S,5R)-5-(6-amino-2-fluoro-9H-purin-9-yl)-2-ethynyl-2-((pentanoyloxy)methyl)tetrahydrofuran-3-yl undecanoate